N-((2-methoxy-5-(1-morpholinocyclopropyl)phenyl)sulfonyl)-5-(pyridin-2-yl)quinoline-2-carboxamide COC1=C(C=C(C=C1)C1(CC1)N1CCOCC1)S(=O)(=O)NC(=O)C1=NC2=CC=CC(=C2C=C1)C1=NC=CC=C1